C(C(C)C)N1N(C2=C3C(=C(C=C2C1=O)OC)C=CC=C3)C3=CC=CC=C3 2-isobutyl-5-methoxy-1-phenyl-1H-benzo[g]indazol-3(2H)-one